COC1=CC=C2CCN(C2=C1)C1=NC=CC=C1 6-methoxy-N-pyridylindoline